(S)-N-{(S)-1-[2-(benzo[d]isoxazol-3-yl)phenyl]-2-(pyridine-2-yl)ethyl}-2-methylpropane-2-sulfinamide O1N=C(C2=C1C=CC=C2)C2=C(C=CC=C2)[C@H](CC2=NC=CC=C2)N[S@@](=O)C(C)(C)C